5-(2-(6-chloro-1H-indol-3-yl)acetyl)-2-(4-isopropoxy-3-methoxybenzoyl)octahydro-1H-pyrrolo[3,4-c]pyridine-7-carboxylic acid ethyl ester C(C)OC(=O)C1C2C(CN(C1)C(CC1=CNC3=CC(=CC=C13)Cl)=O)CN(C2)C(C2=CC(=C(C=C2)OC(C)C)OC)=O